3-chloro-1,2-benzothiazole 1,1-dioxide ClC1=NS(C2=C1C=CC=C2)(=O)=O